COC12CC(C1)(C2)NC(C)=O N-(3-methoxybicyclo[1.1.1]pentan-1-yl)acetamide